2,3-dihydroindolizine C=1CCN2C=CC=CC12